C(C1=CC=CC=C1)OC1=C(C=CC(=C1)OCC)C1(C(C=2C(=C3C=CC(OC3=CC2)(C)C)OC1)=O)O 3-(2-(benzyloxy)-4-ethoxyphenyl)-3-hydroxy-8,8-dimethyl-2,3-dihydropyrano[2,3-f]chromen-4(8H)-on